FC=1C=C2C3=C(NC2=C(C1)NC)N=CC(=C3N3CCOCC3)C=3C=C1C(C(=CN(C1=NC3)CC3=NC=CN=C3)C(=O)O)=O 6-[6-fluoro-8-(methylamino)-4-morpholino-9H-pyrido[2,3-b]indol-3-yl]-4-oxo-1-(pyrazin-2-ylmethyl)-1,8-naphthyridine-3-carboxylic acid